4-(octahydrocyclopenta[c]pyrrol-1-yl)benzoic acid C1(NCC2C1CCC2)C2=CC=C(C(=O)O)C=C2